S1C=CC2=C1C=C(C=C2)C2=NN1C(CN([C@@H](C1)C)C(C=C)=O)=C2C2=CC=NC=C2 |r| 1-[(6RS)-2-(1-benzothiophen-6-yl)-6-methyl-3-(pyridin-4-yl)-6,7-dihydropyrazolo[1,5-a]pyrazin-5(4H)-yl]prop-2-en-1-one